4-Bromoindole-2,3-dione BrC1=C2C(C(NC2=CC=C1)=O)=O